toluene-4-sulfonic acid (3R)-1-acetylpyrrolidin-3-yl-4-methylbenzene-1-sulfonate C(C)(=O)N1C[C@@H](CC1)OS(=O)(=O)C1=CC=C(C=C1)C.CC1=CC=C(C=C1)S(=O)(=O)O